octanoic acid heneicosyl ester C(CCCCCCCCCCCCCCCCCCCC)OC(CCCCCCC)=O